NC=1C=C(C=C(C1)C(F)(F)F)[C@@H](C)NC=1C2=C(N=C(N1)C)C=NC(=C2)P(=O)(C)C N-{(1R)-1-[3-amino-5-(trifluoromethyl)phenyl]ethyl}-6-(dimethylphosphoryl)-2-methylpyrido[3,4-d]pyrimidin-4-amine